C(#N)N1CC(CC1)CNC=1N=CC2=CC=C(C=C2C1)C(=O)NC 3-(((1-Cyanopyrrolidin-3-yl)methyl)amino)-N-methylisochinolin-6-carboxamid